BrC1=NN=C(S1)N1N=C2C=C(C=C(C2=C1)N1CCN(CC1)C(C(C)C)=O)S(=O)(=O)NC1(COC1)C 2-(5-bromo-1,3,4-thiadiazol-2-yl)-4-(4-isobutyrylpiperazin-1-yl)-N-(3-methyloxetan-3-yl)-2H-indazole-6-sulfonamide